hydroxy-2H-benzotriazole ON1N=C2C(=N1)C=CC=C2